tert-Butyl 2-(methylamino)ethylcarbamate CNCCNC(OC(C)(C)C)=O